2,5-dimethyl-cyclopentanone Methyl-4-amino-1-(2-methoxy-4-(methoxycarbonyl)benzyl)-1H-pyrazole-5-carboxylate COC(=O)C1=C(C=NN1CC1=C(C=C(C=C1)C(=O)OC)OC)N.CC1C(C(CC1)C)=O